BrC1=CC2=C(C(=CO2)C(=O)OCC)C=C1C ethyl 6-bromo-5-methylbenzofuran-3-carboxylate